4-(4-bromophenyl)-6-(1,1,1-trifluoropropan-2-yl)-1H-pyrazolo[4,3-c]pyridin-3-amine BrC1=CC=C(C=C1)C1=NC(=CC2=C1C(=NN2)N)C(C(F)(F)F)C